C(C)N(CCCCCCNC(C=C)=O)CC N-[6-(diethylamino)hexyl]acrylamide